C(C1=CC=CC=C1)N1C(C(=CC=C1C)C#N)=O 1-benzyl-6-methyl-2-oxo-1,2-dihydropyridine-3-carbonitrile